(S)-1-(3,4-difluorophenyl)-5-(5-(3,5-dimethylisoxazol-4-yl)-1H-benzo[d]imidazol-2-yl)pyrrolidin-2-one FC=1C=C(C=CC1F)N1C(CC[C@H]1C1=NC2=C(N1)C=CC(=C2)C=2C(=NOC2C)C)=O